NC=1SC(=C(N1)C)C1N(C(C2=C(C=CC=C12)Cl)=O)C (2-amino-4-methylthiazol-5-yl)-7-chloro-2-methylisoindol-1-one